N1=CC=CC2=CC=C3C(=C12)C=CC=C3 1-benzoisoquinoline